C1=C(C=CC=2C3=CC=CC=C3C3(C12)C1=CC=CC=C1C=1C=CC=CC13)C1=NC(=NC(=N1)C1=CC=3C2(C4=CC=CC=C4C3C=C1)C1=CC=CC=C1C=1C=CC=CC12)C1=CC=2C3(C4=CC=CC=C4C2C=C1)C1=CC=CC=C1C=1C=CC=CC13 2,4,6-Tris(9,9'-spirobifluorene-2-yl)-1,3,5-triazine